2-(1-(fluoromethyl)-2-oxabicyclo[2.1.1]hexan-4-yl)-6-isopropoxy-N-(1-((1S,2S)-2-methylcyclopropyl)-2-oxo-1,2-dihydropyridin-3-yl)-2H-indazole-5-carboxamide FCC12OCC(C1)(C2)N2N=C1C=C(C(=CC1=C2)C(=O)NC=2C(N(C=CC2)[C@@H]2[C@H](C2)C)=O)OC(C)C